(S)-2-((tert-butoxycarbonyl)amino)-3-(1-ethylpiperidin-4-yl)propanoic acid C(C)(C)(C)OC(=O)N[C@H](C(=O)O)CC1CCN(CC1)CC